morpholine bis(2,2,2-trifluoroacetate) FC(C(=O)O)(F)F.FC(C(=O)O)(F)F.N1CCOCC1